N[C@H](C(=O)O)CCN(CCOCC(F)(F)F)CCCCC1=NC=2NCCCC2C=C1 (S)-2-amino-4-((4-(5,6,7,8-tetrahydro-1,8-naphthyridin-2-yl)butyl)(2-(2,2,2-trifluoroethoxy)ethyl)amino)butanoic acid